OCC(O)CO z-glycerol